(tri-o-tolylphosphine) triflate OS(=O)(=O)C(F)(F)F.C1(=C(C=CC=C1)P(C1=C(C=CC=C1)C)C1=C(C=CC=C1)C)C